5-chloro-6-(1-(2,2,2-trifluoroethyl)-2,5-dihydro-1H-pyrrol-3-yl)pyridin-3-amine ClC=1C=C(C=NC1C=1CN(CC1)CC(F)(F)F)N